NC1=NC=NC=2C3=C(CC(C12)(C)C)C(=C(C=C3)O[C@@H]3CC[C@H](CC3)NC(OC(C)(C)C)=O)NS(=O)(=O)C3=CC=C(C=C3)[N+](=O)[O-] tert-butyl N-[trans-4-[[4-amino-5,5-dimethyl-7-[(4-nitrophenyl)sulfonylamino]-6H-benzo[h]quinazolin-8-yl]oxy]cyclohexyl]carbamate